CC1=C(C=CC=C1)C=1N=C(OC1)C1=CC2=C(N(N=N2)C(C)C)C=C1 5-[4-(2-methylphenyl)-1,3-oxazol-2-yl]-1-(propan-2-yl)-1H-1,2,3-benzotriazole